methyl cis-3-((methylsulfonyl)amino)-2-((1-phenylpiperidin-3-yl)methyl)piperidine-1-carboxylate CS(=O)(=O)N[C@@H]1[C@@H](N(CCC1)C(=O)OC)CC1CN(CCC1)C1=CC=CC=C1